Cl.C(C)(C)C=1C=CC(=NC1)NCC1=CC=CC=C1 (S)-(5-isopropylpyridin-2-yl)(phenyl)methylamine hydrochloride